(1S,6R)-3,7,7-trimethylbicyclo[4.1.0]hept-3-ene CC=1C[C@@H]2C([C@@H]2CC1)(C)C